3-(tert-butyl)-N-((S)-2-(2-((1R,2R)-2-cyanocyclopropane-1-carboxamido)pyridin-4-yl)-6,7,8,9-tetrahydro-5H-benzo[7]annulen-5-yl)-1,2,4-oxadiazole-5-carboxamide C(C)(C)(C)C1=NOC(=N1)C(=O)N[C@H]1CCCCC2=C1C=CC(=C2)C2=CC(=NC=C2)NC(=O)[C@H]2[C@@H](C2)C#N